5,12-dihydroindolo[3,2-a]carbazole-2,4,6,7,9,11-d6 C1=C2C(=C(C=C1[2H])[2H])NC1=C2C=2NC3=C(C=C(C=C3C2C(=C1[2H])[2H])[2H])[2H]